(2S)-2-(9H-fluoren-9-yl-methoxycarbonyl-amino)heptanoic acid C1=CC=CC=2C3=CC=CC=C3C(C12)N([C@H](C(=O)O)CCCCC)C(=O)OC